C(C)(C)(C)OC(=O)N1CCN(CC1)C(=O)NC1=CC=C(C=C1)B(O)O (4-(4-(tert-butoxycarbonyl)piperazine-1-carboxamido)phenyl)boronic acid